(((3aR,4S,6R,6aS)-6-(7-chloro-5-propoxy-3H-[1,2,3]triazolo[4,5-d]pyrimidin-3-yl)-2,2-dimethyltetrahydro-4H-cyclopenta[d][1,3]dioxol-4-yl)oxy)-ethan-1-ol ClC=1C2=C(N=C(N1)OCCC)N(N=N2)[C@@H]2C[C@@H]([C@@H]1[C@H]2OC(O1)(C)C)OC(C)O